dipotassium butyl-phosphate C(CCC)OP(=O)([O-])[O-].[K+].[K+]